C1NC(CC2=CC=CC=C12)=O (E)-1,4-dihydroisoquinolin-3-one